C(C)(C)(C)OC(NS(NCC1=CC=C(C=C1)N1N=NC2=C1C=C(C=C2)OC)(=O)=O)=O tert-butyl(N-(4-(6-methoxy-1H-benzo[d][1,2,3]triazol-1-yl)benzyl)sulfamoyl)carbamate